The molecule is a phytocassane that is (+)-phytocassane C which has been substituted with an additional hydroxy group at the 2alpha position. It is a triol and a phytocassane. C[C@H]1[C@H]2CC[C@H]3[C@]([C@@H]2C(=O)C=C1C=C)([C@H]([C@H]([C@H](C3(C)C)O)O)O)C